2-((2-(5-((3-chloro-5-(methylsulfonamido)phenyl)carbamoyl)-2-methylthiophen-3-yl)pyrimidin-5-yl)oxy)propanoic acid ClC=1C=C(C=C(C1)NS(=O)(=O)C)NC(=O)C1=CC(=C(S1)C)C1=NC=C(C=N1)OC(C(=O)O)C